ethyl (5R)-2-isopropylidene-5-methyl-cyclopentanecarboxylate C(C)(C)=C1C([C@@H](CC1)C)C(=O)OCC